N1NCC12CCCC2 diazaspiro[3.4]octane